C(C)(=O)OC(CC(=O)OCC(OOC(C)=O)COOC(C)=O)CCCCC(CCCCCCCCCCCCCC)OC(C)=O 1-(3,8-diacetoxy-behenoyl)2,3-diacetoxy-glycerol